magnesium 4-(3-fluorophenyl)-1-(5-(isopropylthio)-4-(4-(trifluoromethyl) cyclohex-1-en-1-yl) thiazol-2-yl)-3-methyl-1H-pyrazole-5-carboxylate FC=1C=C(C=CC1)C=1C(=NN(C1C(=O)[O-])C=1SC(=C(N1)C1=CCC(CC1)C(F)(F)F)SC(C)C)C.[Mg+2].FC=1C=C(C=CC1)C=1C(=NN(C1C(=O)[O-])C=1SC(=C(N1)C1=CCC(CC1)C(F)(F)F)SC(C)C)C